(S)-N-(3-(2-(tert-butyl)thiazol-5-yl)-4-cyclobutyl-1-methyl-1H-pyrazol-5-yl)-2-(2,2,3,3-tetrafluorocyclobutyl)acetamide C(C)(C)(C)C=1SC(=CN1)C1=NN(C(=C1C1CCC1)NC(C[C@@H]1C(C(C1)(F)F)(F)F)=O)C